(R)-1-tert-butyloxycarbonyl-3-aminopiperidine C(C)(C)(C)OC(=O)N1C[C@@H](CCC1)N